OC1=CC=NC(=C1C(=O)O)OC 4-hydroxy-2-methoxynicotinic acid